tert-butyl-(2R,4R)-4-((6-((1-(tert-butyl)-5-methyl-1H-pyrazol-3-yl) amino)-5-fluoro-4-methylpyridin-2-yl) methyl)-1-(3-chloro-2-fluorobenzyl)-2-methylpiperidine-4-carboxylate C(C)(C)(C)OC(=O)[C@]1(C[C@H](N(CC1)CC1=C(C(=CC=C1)Cl)F)C)CC1=NC(=C(C(=C1)C)F)NC1=NN(C(=C1)C)C(C)(C)C